C(C1=CC=CC=C1)OCC1=NC(=C2C(N1)=CC=N2)OC benzyloxymethyl-4-methoxy-pyrrolo[3,2-d]pyrimidine